[Si].[Ca] calcium silicon